7-(2-{2-[2-({2-methyl-8-[4-(trifluoromethyl)phenyl]-2H,8H-pyrazolo[3,4-b]-indol-5-yl}formamido)ethoxy]ethoxy}ethoxy)heptanoic acid CN1N=C2N(C3=CC=C(C=C3C2=C1)C(=O)NCCOCCOCCOCCCCCCC(=O)O)C1=CC=C(C=C1)C(F)(F)F